ClC1=CC=C(S1)CNC1=CC(=NN1)C1CN(CCC1)C(=O)OC(C)(C)C tert-butyl 3-(5-[(5-chlorothiophen-2-yl)methyl]amino-1H-pyrazol-3-yl)piperidine-1-carboxylate